FC1=CC(=C(C=2C=3N(C(NC12)(C)C)N=NC3C)C)C3=C1C=CN(C1=CC(=C3)F)S(=O)(=O)C 7-fluoro-9-(6-fluoro-1-methylsulfonylindol-4-yl)-1,5,5,10-tetramethyl-6H-triazolo[1,5-c]quinazoline